1,1'-(oxybis(ethane-2,1-diyl))bis(pyrrolidin-2-one) O(CCN1C(CCC1)=O)CCN1C(CCC1)=O